N,N'-bis(2,6-diisopropylphenyl)-carbodiimide C(C)(C)C1=C(C(=CC=C1)C(C)C)N=C=NC1=C(C=CC=C1C(C)C)C(C)C